(2S,5S)-5-[(2S,3S)-2-(4-Methoxy-benzoylamino)-3-methyl-pentanoylamino]-4-oxo-1,2,4,5,6,7-hexahydro-azepino[3,2,1-hi]indole-2-carboxylic acid (1H-[1,2,3]triazol-4-ylmethyl)-amide N1N=NC(=C1)CNC(=O)[C@H]1N2C3=C(C=CC=C3C1)CC[C@@H](C2=O)NC([C@H]([C@H](CC)C)NC(C2=CC=C(C=C2)OC)=O)=O